C(CCC\C=C/CC)OC(CCC(=O)OCCCCC(CCCCOC(CCC(OCCCC\C=C/CC)OCCCC\C=C/CC)=O)OC(=O)OCCCN(C)CC)OCCCC\C=C/CC 5-(((3-(ethyl(methyl)amino)propoxy)carbonyl)oxy)nonane-1,9-diyl bis(4,4-bis(((Z)-oct-5-en-1-yl)oxy)butanoate)